bromoacetyl-glycine ethyl ester C(C)OC(CNC(CBr)=O)=O